CC1=C(C=C(C=C1)OCC1=C(C=CC=C1)CN1C(=NC2=C1C=CC=C2)C2=CC=C(C=C2)OC(F)(F)F)CC(=O)OCC Ethyl 2-(2-methyl-5-((2-((2-(4-(trifluoromethoxy)phenyl)-1H-benzo[d]imidazol-1-yl)methyl)benzyl)oxy)phenyl)acetate